NC1=NC=CC=C1C1=NC2=C(N1C=1C=CC(=NC1)NC(=O)C1CCC(CC1)C(=O)O)C=C(C=C2)OC(C)C (1r,4r)-4-((5-(2-(2-aminopyridin-3-yl)-6-isopropoxy-1H-benzo[d]imidazol-1-yl)pyridin-2-yl)carbamoyl)cyclohexane-1-carboxylic acid